Cl[Rh-3](Cl)(Cl)(Cl)(Cl)Cl.[NH4+].[NH4+].[NH4+] triammonium hexachlororhodium (III)